C(C)(C)(C)OC(=O)O[C@@H]1[C@H]([C@H](N(C1)C(=O)OC(C)(C)C)CC1=CC=C(C=C1)C(F)F)OC(=O)OC1=CC=C(C=C1)[N+](=O)[O-] tert-butyl (2R,3S,4S)-4-[(tert-butoxycarbonyl)oxy]-2-{[4-(difluoromethyl)phenyl]methyl}-3-[(4-nitrophenoxycarbonyl)oxy]pyrrolidine-1-carboxylate